(2-(Cyclopropyl-methoxy)-4,6-dihydroxyphenyl)(4-((tetrahydrofuran-3-yl)amino)isoindolin-2-yl)methanone C1(CC1)COC1=C(C(=CC(=C1)O)O)C(=O)N1CC2=CC=CC(=C2C1)NC1COCC1